(2R)-2-cyclopentyl-2-[2-(2,6-diethylpyridin-4-yl)ethyl]-5-[(5,7-dimethyl-[1,2,4]triazolo[1,5-a]pyrimidin-2-yl)methyl]-4-hydroxy-3H-pyran-6-one C1(CCCC1)[C@@]1(OC(C(=C(C1)O)CC1=NN2C(N=C(C=C2C)C)=N1)=O)CCC1=CC(=NC(=C1)CC)CC